1-(3-isopropyl-thioureidopropyl)imidazole C(C)(C)NC(NCCCN1C=NC=C1)=S